7-((2-((4-(4-ethylpiperazin-1-yl)-3-fluorophenyl)amino)pyrimidin-4-yl)amino)isoindolin-1-one C(C)N1CCN(CC1)C1=C(C=C(C=C1)NC1=NC=CC(=N1)NC=1C=CC=C2CNC(C12)=O)F